ClC1=NC=CC(=N1)N1C[C@@H]2[C@](C1)(CN(C2)C(=O)OC(C)(C)C)C Tert-butyl cis-5-(2-chloropyrimidin-4-yl)-3a-methylhexahydropyrrolo[3,4-c]pyrrole-2(1H)-carboxylate